ClC=1C=C(C=C(C1)Cl)C(=NC(C)=O)C1=C(OC2=C1C=CC=C2)C(F)(F)F N-((3,5-Dichlorophenyl)(2-(trifluoromethyl)benzofuran-3-yl)methylene)acetamide